CN1C(=NN=C1)SC1(CC=CC=C1)N1NNC=C1C1=C(C(=O)N)C=CC=C1 2-(3-(1-(4-methyl-4H-1,2,4-triazol-3-ylsulfanyl)phenyl)-2H-1,2,3-triazol-4-yl)benzamide